C(CCCCCCCCCCCCC)PCCCPCCCCCCCCCCCCCC 1,3-bis(tetradecylphosphino)propane